C(C1=CC=CC=C1)OC(=O)N1C[C@@H]([C@]12CNCC2)C (3S,4R)-3-methyl-1,6-diazaspiro[3.4]octane-1-carboxylic acid benzyl ester